2-(5-hydroxy-2-phenoxy-1,7-naphthyridine-6-carboxamido)acetic acid OC1=C2C=CC(=NC2=CN=C1C(=O)NCC(=O)O)OC1=CC=CC=C1